ClC1=NC=CC2=C1C=NN2C2OCCCC2 4-chloro-1-(tetrahydro-2H-pyran-2-yl)-1H-pyrazolo[4,3-c]pyridine